6-(5-chloropyrimidin-2-yl)-2-Azaspiro[3.3]heptane-2-carboxylic acid tert-butyl ester C(C)(C)(C)OC(=O)N1CC2(C1)CC(C2)C2=NC=C(C=N2)Cl